C(C1=CC=CC=C1)OC1=CC(=C(N)C=C1F)F 4-benzyloxy-2,5-difluoroaniline